7-bromo-2,4-dichloro-8-cyclopropoxy-6-methoxyquinazoline BrC1=C(C=C2C(=NC(=NC2=C1OC1CC1)Cl)Cl)OC